phenylpropyl caproate C(CCCCC)(=O)OCCCC1=CC=CC=C1